FC1=C2NC(C=3N(C2=CC=C1CN1C[C@H](N(CC1)C=1C(=NC(=CC1)C(NC)=O)F)C)N=CC3C)=O (R)-6-fluoro-7-((4-(2-fluoro-6-(methylcarbamoyl)pyridin-3-yl)-3-methylpiperazin-1-yl)methyl)-3-methylpyrazolo[1,5-a]quinoxalin-4(5H)-one